C1(CC1)CC1=C2C(=NC(=C1)F)C(=C(N2)C2=CC(=NC=C2)NC([C@H](CC(F)F)C2=CC=C(C=C2)F)=O)C2=NC=CC=C2 (2R)-N-{4-[7-(Cyclopropylmethyl)-5-fluoro-3-(pyridin-2-yl)-1H-pyrrolo[3,2-b]pyridin-2-yl]pyridin-2-yl}-4,4-difluoro-2-(4-fluorophenyl)butanamid